FC(C1=CC(=NN1C)C(=O)ON\C(=N/[H])\C1(CC1)C1=CC=CC=C1)F (Z)-N-((5-(difluoromethyl)-1-methyl-1H-pyrazole-3-carbonyl)oxy)-1-phenylcyclopropane-1-carboximidamide